6-{[(4-methoxyphenyl)methyl]amino}-4-(1-methyl-3-phenyl-1H-pyrazol-4-yl)pyrido[3,2-d]pyrimidin-7-ol COC1=CC=C(C=C1)CNC=1C(=CC=2N=CN=C(C2N1)C=1C(=NN(C1)C)C1=CC=CC=C1)O